C1(CC1)CN1C(=CC=2C1=NC(=CC2)[C@@H](C)N2C(CCC2)=O)C2=NC1=C(N2C)C(=CC(=C1)C(=O)OCC)OC ethyl (R)-2-(1-(cyclopropylmethyl)-6-(1-(2-oxopyrrolidin-1-yl)ethyl)-1H-pyrrolo[2,3-b]pyridin-2-yl)-7-methoxy-1-methyl-1H-benzo[d]imidazole-5-carboxylate